N1(N=CC=C1)CC1=CC(=C2C(=NN(C2=C1)C)NS(=O)(=O)CC1CCCCC1)OC N-(6-((1H-pyrazol-1-yl)methyl)-4-methoxy-1-methyl-1H-indazol-3-yl)-1-cyclohexylmethanesulfonamide